tert-butylbismuthanimine C(C)(C)(C)[Bi]=N